(Z)-1-(2-Fluoro-4-(1-(4-(trifluoromethoxy)phenyl)-1H-1,2,4-triazol-3-yl)phenyl)-3-(3-(naphthalen-2-yl)-4-oxothiazolidin-2-ylidene)urea FC1=C(C=CC(=C1)C1=NN(C=N1)C1=CC=C(C=C1)OC(F)(F)F)NC(=O)\N=C\1/SCC(N1C1=CC2=CC=CC=C2C=C1)=O